F[P-](F)(F)(F)(F)F.CN(C(=[N+](N1N=NC2=C1C=CC=C2)C)OC)C tetramethyl-(1H-benzotriazol-1-yl)uronium hexafluorophosphate